n-butyl-xanthic acid C(CCC)OC(=S)S